C(#N)C=1C=C(C(=O)NCC(C(=O)[O-])(C)C)C=C(C1)F [(3-cyano-5-fluoro-benzoyl)amino]2,2-dimethylpropanoate